N-(3,5-difluoro-4-(3-methyl-2-(2,2,2-trifluoroethyl)-2,3,4,6,7,9-hexahydro-1H-cyclobuta[f]pyrido[3,4-b]indol-1-yl)phenyl)-1-(3-fluoropropyl)azetidin-3-amine FC=1C=C(C=C(C1C1N(C(CC2=C1NC1=CC3=C(C=C21)CC3)C)CC(F)(F)F)F)NC3CN(C3)CCCF